3-((3R,6S)-6-((dimethylamino)methyl)tetrahydro-2H-pyran-3-yl)-1-(2-fluoro-4-phenoxyphenyl)imidazo[1,5-a]pyrazin-8-amine CN(C)C[C@@H]1CC[C@@H](CO1)C1=NC(=C2N1C=CN=C2N)C2=C(C=C(C=C2)OC2=CC=CC=C2)F